FC(C=1C=C(C=C(C1)C(F)(F)F)C1=CC(=CC=C1)CNC(=O)[C@H]1NC[C@H](C1)F)(F)F (2S,4S)-N-((3',5'-bis(trifluoromethyl)-[1,1'-biphenyl]-3-yl)methyl)-4-fluoropyrrolidine-2-carboxamide